BrC1=C(C=NN(C1=O)C)N[C@@H]1C[C@@H](CN(C1)C)C1=CC=C(C(=O)N2CC3(C2)CN(C3)C3=C2C(N(C(C2=CC=C3)=O)C3C(NC(CC3)=O)=O)=O)C=C1 4-[2-[4-[(3R,5R)-5-[(5-bromo-1-methyl-6-oxo-pyridazin-4-yl)amino]-1-methyl-3-piperidyl]benzoyl]-2,6-diazaspiro[3.3]heptan-6-yl]-2-(2,6-dioxo-3-piperidyl)isoindoline-1,3-dione